3-(2-aminoquinazolin-6-yl)-N-(3-chloro-4-((4-methylpiperazin-1-yl)methyl)phenyl)-4-methylbenzamide NC1=NC2=CC=C(C=C2C=N1)C=1C=C(C(=O)NC2=CC(=C(C=C2)CN2CCN(CC2)C)Cl)C=CC1C